NC=1C=C(C(=C(C(=O)NC=2C(=C(C=CC2F)NC(OC(C)(C)C)=O)F)C1)Cl)F tert-Butyl (3-(5-amino-2-chloro-3-fluorobenzamido)-2,4-difluorophenyl)carbamate